C(C1=CC=CC=C1)(C1=CC=CC=C1)C1CC#CCCCC1 4-benzhydryl-cyclooctyne